cobalt (II) isononanate C(CCCCCC(C)C)(=O)[O-].[Co+2].C(CCCCCC(C)C)(=O)[O-]